C(C)(C)(C)OC(=O)N1CC2(C1)CN(CCC2)CCCOC=2C(=C(C=CC2)C2=C(C(=CC=C2)C=2SC=1CN(CCC1N2)CCO)C)C 6-(3-((3'-(5-(2-hydroxyethyl)-4,5,6,7-tetrahydrothiazolo[5,4-c]pyridin-2-yl)-2,2'-dimethyl-[1,1'-biphenyl]-3-yl)oxy)propyl)-2,6-diazaspiro[3.5]nonane-2-carboxylic acid tert-butyl ester